CN(C)CC1C(N(CC1)C(=O)OC(C)(C)C)=O tert-butyl 3-((dimethylamino) methyl)-2-oxopyrrolidine-1-carboxylate